tert-butyl-6-(tert-butyl)-3',6'-dihydro-[2,4'-bipyridine] C(C)(C)(C)C=1C(=NC(=CC1)C(C)(C)C)C=1CC=NCC1